OC1=C(C=C(C=C1F)F)B(O)O (2-hydroxy-3,5-difluorophenyl)boronic acid